2-((trans-4-((3-(2-Cyclopropylthiazol-5-yl)phenyl)((trans-4-(4-methoxy-3-methylphenyl) cyclohexyl)methyl) carbamoyl) cyclohexyl)amino)-2-oxoethyl acetate C(C)(=O)OCC(=O)N[C@@H]1CC[C@H](CC1)C(N(C[C@@H]1CC[C@H](CC1)C1=CC(=C(C=C1)OC)C)C1=CC(=CC=C1)C1=CN=C(S1)C1CC1)=O